NC=1C=C(C=C(C1)C(F)(F)F)[C@@H](C)NC1=NC(=NC2=CC3=C(C=C12)N(C(C(O3)(C)C)=O)C)C (R)-4-((1-(3-amino-5-(trifluoromethyl)phenyl)ethyl)amino)-2,6,8,8-tetramethyl-6H-[1,4]oxazino[3,2-g]quinazolin-7(8H)-one